ClC1=CC=C(C=C1)C1=C(N=C(N1)C1CN(CC1)C1=C(C=CC=C1)F)C 5-(4-chlorophenyl)-2-(1-(2-fluorophenyl)pyrrolidin-3-yl)-4-methyl-1H-imidazole